CN1C(=NC(=C1)NC(=O)C=1N(C=C(N1)NC(CCNC(=O)C=1N(C=C(N1)NC(=O)C=1N(C=CN1)C)C)=O)C)C(=O)NCCC(=O)OC methyl 3-([1-methyl-4-[1-methyl-4-(3-[[1-methyl-4-(1-methylimidazole-2-amido)imidazol-2-yl]formamido]propanamido)imidazole-2-amido]imidazol-2-yl] formamido)propanoate